OC1=C(C=CC(=C1)OCOC)C(C=CC1=CC(=C(C=C1)OCC1=CC=CC=C1)OCOC)=O 1-[2-Hydroxy-4-(methoxymethoxy)phenyl]-3-[3-(methoxymethoxy)-4-phenylmethoxyphenyl]prop-2-en-1-one